O1CCN(CC1)C1=C2C=C(NC2=NC=N1)C1=CC=C(C=C1)NC(=O)C1=NC=CC(=C1)CN1C[C@@H](CCC1)N N-[p-(4-morpholino-1H-1,5,7-triazainden-2-yl)phenyl]-4-{[(R)-3-amino-1-piperidyl]methyl}-2-pyridinecarboxamide